5-(3-(1-((1S,2S,3S,5R)-2-fluoro-1,5-dimethyl-9-azabicyclo[3.3.1]nonan-3-yl)vinyl)-1,2,4-triazin-6-yl)-2-(1H-imidazol-1-yl)pyridin-4-ol F[C@@H]1[C@@]2(CCC[C@](C[C@H]1C(=C)C=1N=NC(=CN1)C=1C(=CC(=NC1)N1C=NC=C1)O)(N2)C)C